2,4-dimethyloxybenzyl-guanidine hydrochloride Cl.COC1=C(CNC(=N)N)C=CC(=C1)OC